[OH-].C([O-])([O-])=O.[Ce+3].[La+3] lanthanum cerium carbonate hydroxide